NC([C@@H](CCC(=O)OC(C)(C)C)N1C(C2=CC=C(C(=C2C1)F)Br)=O)=O tert-butyl (R)-5-amino-4-(5-bromo-4-fluoro-1-oxoisoindolin-2-yl)-5-oxopentanoate